FC=1C=CC(=NC1)CN1N=C(N=N1)C1=CC=C(C=C1)S(=O)(=O)N 4-(2-((5-fluoropyridin-2-yl)methyl)-2H-tetrazol-5-yl)benzenesulfonamide